2,3-dimethyl-cinnamic acid CC1=C(C=CC(=O)O)C=CC=C1C